N-(1-cyanocyclopropyl)-2-(5-(difluoromethyl)-1,3,4-thiadiazol-2-yl)-2H-indazole-6-sulfonamide C(#N)C1(CC1)NS(=O)(=O)C=1C=CC2=CN(N=C2C1)C=1SC(=NN1)C(F)F